C(C)(=O)O[C@@H](COC1=C(C=C(C=C1)C(C)(C)C1=CC(=C(C=C1)OC[C@@H](CN1C=NC=C1)OC(C)=O)Cl)Cl)CCl (S)-1-(4-(2-(4-((R)-2-acetoxy-3-(1H-imidazol-1-yl)propoxy)-3-chlorophenyl)propan-2-yl)-2-chlorophenoxy)-3-chloropropan-2-yl acetate